8-Methoxy-2-(trifluoromethyl)-3-(1-trityl-1H-imidazol-4-yl)-4H-pyrido[1,2-a]pyrimidin-4-one COC1=CC=2N(C(C(=C(N2)C(F)(F)F)C=2N=CN(C2)C(C2=CC=CC=C2)(C2=CC=CC=C2)C2=CC=CC=C2)=O)C=C1